4-[6-[4-(1-piperazinyl)phenyl]pyrazolo[1,5-a]pyrimidin-3-yl]quinoline N1(CCNCC1)C1=CC=C(C=C1)C=1C=NC=2N(C1)N=CC2C2=CC=NC1=CC=CC=C21